ClC=1C(=NC(=CC1)C1=C(C=C(C=C1C=C)C(F)(F)F)Cl)C(=O)O 3-Chloro-6-(2-chloro-4-(trifluoromethyl)-6-vinylphenyl)picolinic acid